C(C)N1C(NC2=C(C(=CC=3C2=C1N=CN3)CN3CCN(CC3)C=3C=CC(=NC3C)C(=O)NOC)F)=O 5-(4-((3-ethyl-9-fluoro-2-oxo-2,3-dihydro-1H-pyrimido[4,5,6-de]quinazolin-8-yl)methyl)piperazin-1-yl)-N-methoxy-6-methylpyridinamide